O=C1CN=NC=CC1=O oxodiazepine-5(4H)-one